S1C(=NC2=C1C=CC=C2)NC2=C(C1=C(N=N2)N(CCC1)C=1SC(=CN1)CCCOC1=C(C=C(C=C1)C#CCN(C)C)F)C 2-[3-(1,3-Benzothiazol-2-ylamino)-4-methyl-6,7-dihydro-5H-pyrido[2,3-c]pyridazin-8-yl]-5-[3-[4-[3-(dimethylamino)prop-1-ynyl]-2-fluoro-phenoxy]propyl]thiazol